NC=1C(NC2=CC=CC=C2N1)=S 3-amino-2(1H)-Quinoxalinethione